6'-(((1S,3S)-3-aminocyclopentyl)amino)-5-((methylthio)methyl)-2H-[1,3'-bipyridin]-2-one N[C@@H]1C[C@H](CC1)NC1=CC=C(C=N1)N1C(C=CC(=C1)CSC)=O